N-(5-bromo-[1,2,4]triazolo[1,5-a]pyridin-2-yl)-cyclopropanecarboxamide BrC1=CC=CC=2N1N=C(N2)NC(=O)C2CC2